CC1=C(OC(C(=O)O)CC)C(=CC(=C1)CN1N=CN(C1=O)C1=CC=C(C=C1)OC(F)(F)F)C 2-(2,6-Dimethyl-4-((5-oxo-4-(4-(trifluoromethoxy)phenyl)-4,5-dihydro-1H-1,2,4-triazol-1-yl)methyl)phenoxy)butyric acid